1-(4-isopropyl-phenyl)-3-(2,4-Dimethoxystyryl)-5-(2,4-dimethoxyphenyl)-pyrazoline C(C)(C)C1=CC=C(C=C1)N1NC(=CC1C1=C(C=C(C=C1)OC)OC)C=CC1=C(C=C(C=C1)OC)OC